ClC=1C=CC(=C(C1)C1=CC(=C(N=N1)OCC12CC(C1)(C2)C(=O)OC)NC2=CC(=NC=C2)NC(=O)C2CC(C2)N2CCN(CC2)C)F methyl 3-({[6-(5-chloro-2-fluorophenyl)-4-({2-[3-(4-methylpiperazin-1-yl)cyclobutaneamido]pyridin-4-yl}-amino)pyridazin-3-yl]oxy}-methyl)bicyclo[1.1.1]pentane-1-carboxylate